CN(C(=O)N1C[C@@H](CCC1)C1=CC=C(C=C1)NC(OCC1=CN=CO1)=O)C oxazol-5-ylmethyl (S)-(4-(1-(dimethyl-carbamoyl)piperidin-3-yl)phenyl)carbamate